2-((1R,3S,5R)-3-((6-Bromopyridin-2-yl)carbamoyl)-2-azabicyclo[3.1.0]hexan-2-yl-2-oxoethyl)5-(pyrimidin-5-yl)-1H-indazole-3-carboxamide BrC1=CC=CC(=N1)NC(=O)[C@H]1N([C@@H]2C[C@@H]2C1)C(CN1NC2=CC=C(C=C2C1C(=O)N)C=1C=NC=NC1)=O